3-(3-bromo-5-methylphenyl)oxacyclopentane-3-ol BrC=1C=C(C=C(C1)C)C1(COCC1)O